FC(CC1C(N(CC1)[C@H](C)C1=CC=CC2=CC=CC=C12)=O)(F)F 3-(2,2,2-trifluoroethyl)-N-((R)-1-(naphthalen-1-yl)ethyl)pyrrolidone